ClC1=NC(=NN2C1=C(C(=C2)C=2C=NC=CC2)C=2C=NC=CC2)C=2N(C=CN2)C 4-chloro-2-(1-methyl-1H-imidazol-2-yl)-5,6-di(pyridin-3-yl)pyrrolo[2,1-f][1,2,4]triazine